C(#N)N1C[C@H](CC1)C(=O)NC=1N=CN(C1)C=1C=NC=CC1 (S)-1-cyano-N-(1-(pyridin-3-yl)-1H-imidazol-4-yl)pyrrolidine-3-carboxamide